C(C)(C)C1=CC(=C(C=C1)C(C(O)(C)C)=O)C1=CC=CC=C1 p-isopropylphenyl-2-hydroxydimethylacetophenone